C(C)OC(=O)NS(=O)(=O)C1=CC=CC=C1 Benzenesulfonylamino-carboxylic acid ethyl ester